3-[3-[tert-butyl(dimethyl)silyl]oxypropoxy]propyl-4-methylbenzenesulfonate [Si](C)(C)(C(C)(C)C)OCCCOCCCOS(=O)(=O)C1=CC=C(C=C1)C